N[C@@H]1CC([C@H](CC1)C(=O)OC)(C)C methyl (trans)-4-amino-2,2-dimethylcyclohexane-1-carboxylate